C(C)(C)(C)OCCOC(=O)N[C@@H](CC(C)C)C(=O)O N-((2-tert-Butoxyethyloxy)carbonyl)-L-leucine